C1(CC1)C1OCCN(C1)C1=NC=C2C(=N1)N(N=C2C=2C(=C(C(=C(C2)C(F)(F)F)F)O)F)C 3-(6-(2-Cyclopropylmorpholino)-1-methyl-1H-pyrazolo[3,4-d]pyrimidin-3-yl)-2,6-difluoro-5-(trifluoromethyl)phenol